N-[(1r,3s)-3-[[6-chloro-2-(trifluoromethyl)-4-quinolinyl]amino]cyclohexyl]-3-(difluoromethyl)-1-(fluoromethyl)pyrazole-4-carboxamide ClC=1C=C2C(=CC(=NC2=CC1)C(F)(F)F)N[C@@H]1C[C@@H](CCC1)NC(=O)C=1C(=NN(C1)CF)C(F)F